4-(7-bromoquinazolin-4-yl)morpholine (E)-ethyl-3-(2-chlorothiazol-5-yl)acrylate C(C)OC(\C=C\C1=CN=C(S1)Cl)=O.BrC1=CC=C2C(=NC=NC2=C1)N1CCOCC1